FC=1C=C(C=CC1OC)N1C(C(=C(C1=O)O)C(CC(C)C)=O)C1=CC=C(C=C1)F 1-(3-fluoro-4-methoxy-phenyl)-2-(4-fluorophenyl)-4-hydroxy-3-(3-methylbutanoyl)-2H-pyrrol-5-one